BrC1=CC=C(C=C1)S(=O)(=O)/C=C/CNC(=O)C=1C(NC=2CCCCC2C1)=O N-[(2E)-3-(4-bromophenylsulphonyl)prop-2-en-1-yl]-2-oxo-1,2,5,6,7,8-hexahydroquinoline-3-carboxamide